2-amino-N-(3-((4-(N-phenylsulfamoyl)phenyl)carbamoyl)phenyl)benzamide Methyl-2-((4-fluoro-2-formylphenyl)amino)-5-(2,2,2-trifluoroethoxy)benzoate COC(C1=C(C=CC(=C1)OCC(F)(F)F)NC1=C(C=C(C=C1)F)C=O)=O.NC1=C(C(=O)NC2=CC(=CC=C2)C(NC2=CC=C(C=C2)S(NC2=CC=CC=C2)(=O)=O)=O)C=CC=C1